C(C)[C@]1(C(OCC=2C(N3CC=4C(=NC=5C=C(C(=C6C5C4[C@H](CC6)NC(OCC6=CC=CC=C6)=O)C)F)C3=CC21)=O)=O)O benzyl ((1S,9S)-9-ethyl-5-fluoro-9-hydroxy-4-methyl-10,13-dioxo-2,3,9,10,13,15-hexahydro-1H,12H-benzo[de]pyrano[3',4':6,7]indolizino[1,2-b]quinolin-1-yl)carbamate